5,5'-((4S,4'S)-oxybis(1,2-oxaborolane-2,4-diyl))bis(3-(4-methoxy-3-propoxyphenyl)pyridine) O(B1OC[C@@H](C1)C=1C=C(C=NC1)C1=CC(=C(C=C1)OC)OCCC)B1OC[C@@H](C1)C=1C=C(C=NC1)C1=CC(=C(C=C1)OC)OCCC